(2-aminophenyl)phosphonic acid NC1=C(C=CC=C1)P(O)(O)=O